ClC=1OC2=C(N1)C=CC(=C2)OC2CCOCC2 2-chloro-6-((tetrahydro-2H-pyran-4-yl)oxy)benzo[d]oxazole